4-iodo-2-sulfobenzoic acid potassium salt [K+].IC1=CC(=C(C(=O)[O-])C=C1)S(=O)(=O)[O-].[K+]